trans-4-(tert-butyl)cyclohexyl ((S)-(((2R,3S,4R,5S)-5-(4-aminopyrrolo[2,1-f][1,2,4]triazin-7-yl)-2-cyano-3,4-dihydroxytetrahydrofuran-2-yl)methoxy)(phenoxy)phosphoryl)-L-alaninate NC1=NC=NN2C1=CC=C2[C@H]2[C@@H]([C@@H]([C@@](O2)(C#N)CO[P@](=O)(OC2=CC=CC=C2)N[C@@H](C)C(=O)O[C@@H]2CC[C@H](CC2)C(C)(C)C)O)O